S1NC=CC2=C1C=CC=C2 1H-benzothiazin